6-{4-[(6-methoxypyridin-3-yl)oxy]piperidin-1-yl}-5-methyl-N-[(2-methylimidazo[1,2-a]pyridin-3-yl)methyl]pyridazine-3-carboxamide COC1=CC=C(C=N1)OC1CCN(CC1)C1=C(C=C(N=N1)C(=O)NCC1=C(N=C2N1C=CC=C2)C)C